BrC=1C2(C3=CC4=C(OCO4)C=C3C1)CCC(CC2)(C(=O)O)NC2=C(C(=CC=C2)Cl)C (1s,4s)-6'-bromo-4-(3-chloro-2-methylanilino)-2'H-spiro[cyclohexane-1,5'-indeno[5,6-d][1,3]dioxole]-4-carboxylic acid